3-methyl-5-(trifluoromethyl)pyrazin-2-ol CC=1C(=NC=C(N1)C(F)(F)F)O